(S)-6-(3-methyl-1H-pyrrolo[2,3-b]pyridin-5-yl)-8-(pyrrolidine-2-yl)-2-(2,2,2-trifluoroethyl)-1,2,3,4-tetrahydroisoquinoline CC1=CNC2=NC=C(C=C21)C=2C=C1CCN(CC1=C(C2)[C@H]2NCCC2)CC(F)(F)F